COC(=O)C=1SC(=C(C1)C)N1C(=CC=C1C)C 5-(2,5-dimethyl-1H-pyrrol-1-yl)-4-methylthiophene-2-carboxylic acid methyl ester